CO\N=C(\C(=O)O)/CC1=CC=C(C=C1)C(F)(F)F (E)-2-(methoxyimino)-3-(4-(trifluoromethyl)phenyl)propanoic acid